C1C2(CC3=CC=CC=C13)CC(CCC2)=O 1',3'-dihydrospiro[cyclohexane-1,2'-indene]-3-one